COC=1C=CC=2C3(C4=CC=CC=C4SC2C1OC)OC(CC(O3)C)C 3',4'-dimethoxy-4,6-dimethyl-spiro[1,3-dioxane-2,9'-thioxanthene]